7-(4-bromo-3-chloro-benzoyl)-2-[4-(cyclopropoxy)phenyl]-N-[(2-oxazol-4-ylphenyl)methyl]-3-oxo-6,8-dihydro-5H-imidazo[1,5-a]pyrazine-1-carboxamide BrC1=C(C=C(C(=O)N2CC=3N(CC2)C(N(C3C(=O)NCC3=C(C=CC=C3)C=3N=COC3)C3=CC=C(C=C3)OC3CC3)=O)C=C1)Cl